FC(C(=O)O)(F)F.N[C@H](/C=C/C(=O)OC)C methyl (E,4S)-4-aminopent-2-enoate trifluoroacetate